Alanyl-glutamine germanium-tellurium-antimony [Sb].[Te].[Ge].N[C@@H](C)C(=O)N[C@@H](CCC(N)=O)C(=O)O